Tert-butyl (E)-4-((2-(2-(2-((4-((5-bromo-4-((2-carbamoyl-3-fluorophenyl)amino)pyrimidin-2-yl)amino)phenyl)sulfonamido)ethoxy)ethoxy)ethyl) (methyl)amino)but-2-enoate BrC=1C(=NC(=NC1)NC1=CC=C(C=C1)S(=O)(=O)NCCOCCOCCN(C/C=C/C(=O)OC(C)(C)C)C)NC1=C(C(=CC=C1)F)C(N)=O